abietadienol CC(C)C1=CC2=CC[C@H]3[C@](CCC[C@@]3([C@H]2CC1)C)(C)CO